tert-butyl 4-[5-(4-{5-chloro-2-fluoro-3-[(pyrrolidine-1-sulfonyl)amino]phenyl}-3-(pyridin-4-yl)pyrazol-1-yl)pyridin-2-yl]piperazine-1-carboxylate ClC=1C=C(C(=C(C1)C=1C(=NN(C1)C=1C=CC(=NC1)N1CCN(CC1)C(=O)OC(C)(C)C)C1=CC=NC=C1)F)NS(=O)(=O)N1CCCC1